C(C)(=O)[O-].C(CCCCCCCCCC)[N+]1=CC=C(C=C1)CC 1-Undecyl-4-ethylpyridinium acetat